4-((2r,4s)-4-cyclobutyl-1-((5-methoxy-7-methyl-1H-indol-4-yl)methyl)piperidin-2-yl)benzoic acid C1(CCC1)[C@@H]1C[C@@H](N(CC1)CC1=C2C=CNC2=C(C=C1OC)C)C1=CC=C(C(=O)O)C=C1